ethyl 3-(4-pyridazin-3-yl-6-thioxo-pyridazin-1-yl)propanoate N1=NC(=CC=C1)C=1C=NN(C(C1)=S)CCC(=O)OCC